2-[6-[[5-(trifluoromethoxy)-2-pyridinyl]methyl]-2-azaspiro[3.3]heptane-2-carbonyl]-7-oxa-2,5-diazaspiro[3.4]octan-6-one FC(OC=1C=CC(=NC1)CC1CC2(CN(C2)C(=O)N2CC3(C2)NC(OC3)=O)C1)(F)F